C(N)(=O)C1=NC=CC(=N1)COC1=CC=C(C=C1)C(C)C 2-(4-((2-carbamoylpyrimidin-4-yl)methoxy)phenyl)propane